CC1(C(N(C=2C1=NC=C(C2)C(=O)O)CC2=CSC=C2)=O)C 3,3-dimethyl-2-oxo-1-(thiophen-3-ylmethyl)-2,3-dihydro-1H-pyrrolo[3,2-b]pyridine-6-carboxylic acid